C1(=CC=CC=C1)C1P(C(CC1)C1=CC=CC=C1)(Cl)=O 2,5-Diphenyl-1-oxo-1-chlorophospholane